C(C)(C)(C)OC(=O)N[C@@H]1[C@H](CC(=CC1)C1=CC(=CC=C1)C)C(=O)O (3S,4S)-4-((tert-butoxycarbonyl)amino)-3'-methyl-2,3,4,5-tetrahydro[1,1'-biphenyl]-3-carboxylic acid